(S)-5-(3-(2-chloro-7-(1-methoxyethyl)pyrazolo[1,5-a]pyrimidin-6-yl)ureido)-N-(cyclopropylmethoxy)-3-(difluoromethyl)picolinamide ClC1=NN2C(N=CC(=C2[C@H](C)OC)NC(NC=2C=C(C(=NC2)C(=O)NOCC2CC2)C(F)F)=O)=C1